C(C)(C)(C)OC(=O)N1CC(C1)OCC(C(=O)O)C(C)C 2-[(1-tert-butoxycarbonylazetidin-3-yl)oxymethyl]-3-methyl-butyric acid